C(CCC)O z-Butanol